Nα-(menthane-carbonyl)glycine ethyl ester C(C)OC(CNC(=O)C1CC(CCC1C(C)C)C)=O